C(CCCCC)C(C(=O)O)(CCCCCCC)CCCCCC 2,2-dihexyl-nonanoic acid